4-(5-acetyl-3-(7-(difluoromethyl)-6-(1-methyl-1H-pyrazol-4-yl)-3,4-dihydroquinolin-1(2H)-yl)-4,5,6,7-tetrahydro-1H-pyrazolo[4,3-c]pyridin-1-yl)piperidin C(C)(=O)N1CC2=C(CC1)N(N=C2N2CCCC1=CC(=C(C=C21)C(F)F)C=2C=NN(C2)C)C2CCNCC2